e-tetrahydro-[1,2,3]triazolo[4,5-c]azepin-4(1H)-one N\1NNC/2C(NC=C/C=C21)=O